C(C=CC=CC)(=O)OCC Ethyl hexa-2,4-dienoate